C(C)(C)(C)OC(=O)N1CC(NCC1)C1=C(C=CC(=C1)F)F.FC1=C(C=C(C=C1)F)[C@@H]1CN(CCN1)C(=O)OC(C)(C)C tert-Butyl (R)-3-(2,5-difluorophenyl)piperazine-1-carboxylate tert-Butyl-3-(2,5-difluorophenyl)piperazine-1-carboxylate